C(C)N(C(=O)C1=C(C=CC(=C1)F)C=1C=2N(C=C(C1)C1(CN(CC1)C(=O)OC(C)(C)C)O)C(=NC2)C)C(C)C Tert-butyl 3-(8-{2-[ethyl(isopropyl)carbamoyl]-4-fluorophenyl}-3-methylimidazo[1,5-a]pyridin-6-yl)-3-hydroxypyrrolidine-1-carboxylate